COC1=CC=C(C=N1)C=1C=NC=2N(C1)C=C(N2)COC2=CC=CC=C2 6-(6-methoxypyridin-3-yl)-2-phenoxymethylimidazo[1,2-a]pyrimidine